(S)-α-1-naphthylethylamine C1(=CC=CC2=CC=CC=C12)[C@H](C)N